Methyl 5-Bromo-6-[but-3-enyl-(3,3-difluorocyclobutyl)carbamoyl]-3-(tert-butoxycarbonylamino)pyridine-2-carboxylate BrC=1C=C(C(=NC1C(N(C1CC(C1)(F)F)CCC=C)=O)C(=O)OC)NC(=O)OC(C)(C)C